NCC1=CC=C(C=C1)N1C(=NC=2C1=NC(=CC2)C2CC2)C=2C(=NC=CC2)N 3-{3-[4-(aminomethyl)phenyl]-5-cyclopropylimidazo[4,5-b]pyridin-2-yl}pyridin-2-amine